chloranone [ClH]=O